1-(3-(aminomethyl)phenyl)-N-(2-fluoro-3-phenoxyphenyl)-3-(trifluoromethyl)-1H-pyrazole-5-carboxamide NCC=1C=C(C=CC1)N1N=C(C=C1C(=O)NC1=C(C(=CC=C1)OC1=CC=CC=C1)F)C(F)(F)F